ClC1=C(C(=CC=C1F)Cl)[C@@H](C)OC=1C(=NC=C(C1)C=1C=NN(C1)C1CCNCC1)N 3-[(R)-1-(2,6-dichloro-3-fluorophenyl)ethoxy]-5-[1-(piperidin-4-yl)-1H-pyrazol-4-yl]Pyridin-2-amine